4-(5-bromo-2-methyl-3,4-dihydroquinolin-1(2H)-yl)-2-chloro-5-fluoroquinazoline BrC1=C2CCC(N(C2=CC=C1)C1=NC(=NC2=CC=CC(=C12)F)Cl)C